C(CCCCCCCCCCCCCCCCCC)NC(CN)C n-nonadecylpropylenediamine